3,7-dimethyl-1,6-octadien-3-ylacetate (linalyl acetate) C(C)(C=C)(CCC=C(C)C)CC(=O)O.CC(C=C)(CCC=C(C)C)CC(=O)O